N-[5-(5-chloropyridin-3-yl)-4-fluoro-2-[rac-(3R,5S)-3,4,5-trimethylpiperazin-1-yl]phenyl]-6-oxo-4-(trifluoromethyl)-1H-pyridine-3-carboxamide ClC=1C=C(C=NC1)C=1C(=CC(=C(C1)NC(=O)C1=CNC(C=C1C(F)(F)F)=O)N1C[C@H](N([C@H](C1)C)C)C)F |r|